N1C=C(C2=CC=CC=C12)C(=O)C=1C=CC(=NC1)C=1C=C(C(=O)NC2CC2)C=C(C1C)F 3-(5-(1H-indole-3-carbonyl)pyridin-2-yl)-N-cyclopropyl-5-fluoro-4-methylbenzamide